FC(C(=O)OCCC1=C(C=CC=C1Br)OC1=CC(=CC(=C1)F)F)F [6-bromo-2-(3,5-difluorophenoxy)phenyl]ethyl difluoroacetate